NC1=NNC2=C(C=C(C=C12)C1=CC(=NC(=C1)F)NC(C)=O)Br N-(4-(3-amino-7-bromo-1H-indazol-5-yl)-6-fluoropyridin-2-yl)acetamide